3-Ethyl-6-(4-fluorophenylmethyl)-5-(methylthio)-1,2,4-triazine C(C)C=1N=NC(=C(N1)SC)CC1=CC=C(C=C1)F